C(C)(C)(C)OC(N(C)CC=1C(=C2C=CC=NC2=C(C1)C1=CC=C(C=C1)OC(F)(F)F)C(CO)O)=O tert-Butyl-N-[[5-(1,2-dihydroxyethyl)-8-[4-(trifluoromethoxy)phenyl]-6-quinolyl] methyl]-N-methyl-carbamate